N,N-dimethyl-2-(5-methyl-3-nitro-1H-pyrazol-1-yl)ethan-1-amine CN(CCN1N=C(C=C1C)[N+](=O)[O-])C